butyl N-(1,1-dimethylprop-2-ynyl)carbamate CC(C#C)(C)NC(OCCCC)=O